C(#N)[C@H]1N(CCC1)C(CN1C[C@H](CC1)NC(=O)C1=COC2=C1C=C(C=C2)C)=O N-((S)-1-(2-((S)-2-Cyanopyrrolidin-1-yl)-2-oxoethyl)pyrrolidin-3-yl)-5-methylbenzofuran-3-carboxamid